ethyl (S)-7-(spiro[3.5]nonan-6-yl)-5,6,7,8-tetrahydro-1,7-naphthyridine-3-carboxylate C1CCC12C[C@H](CCC2)N2CCC=1C=C(C=NC1C2)C(=O)OCC